ClC=1C=CC(=NC1C1=N[C@H](C=2N(C3=C1C(=C(C=C3)C(F)(F)F)Cl)C(=NN2)C)C)O 5-chloro-6-[(4S)-7-chloro-1,4-dimethyl-8-(trifluoromethyl)-4H-[1,2,4]triazolo[4,3-a][1,4]benzodiazepin-6-yl]pyridin-2-ol